1,3-Bis(dicyclohexylphosphino)propane C1(CCCCC1)P(CCCP(C1CCCCC1)C1CCCCC1)C1CCCCC1